2-butyloctyl 1H-imidazole-1-carboxylate N1(C=NC=C1)C(=O)OCC(CCCCCC)CCCC